FC(C=1N=C2N(C=CC3=CC(=CC=C23)C(=O)OC)C1)(F)F methyl 2-(trifluoromethyl)imidazo[2,1-a]isoquinoline-8-formate